5-((1S,6R)-5-((7-ethyl-6-carbonyl-5,6-dihydro-1,5-naphthyridin-3-yl)methyl)-2,5-diazabicyclo[4.2.0]octan-2-yl)-N-methylpyridine-2-carboxamide p-toluenesulfonate CC1=CC=C(C=C1)S(=O)(=O)O.C(C)C=1C(NC=2C=C(C=NC2C1)CN1CCN([C@H]2CC[C@@H]12)C=1C=CC(=NC1)C(=O)NC)=C=O